OC1=C(CC(=C2CC[C@H]3[C@@H]4CC[C@H](CC)[C@]4(CC[C@@H]3[C@@]12C)C)O)O trihydroxy-pregna-1,4-diene